5-ethyl-2-oxo-1,3-dioxole C(C)C1=COC(O1)=O